FC1([C@H](C1)C(=O)NC1=NC=NC(=C1)C=1C(=NN(C1)C)NC=1C=NC(=CC1C)[C@@H](CC)O)F (1R)-2,2-difluoro-N-{6-[3-({6-[(1R)-1-hydroxypropyl]-4-methylpyridin-3-yl}amino)-1-methylpyrazol-4-yl]pyrimidin-4-yl}cyclopropane-1-carboxamide